(6-(3-methyl-1H-pyrrolo[2,3-b]pyridin-5-yl)-8-((S)-pyrrolidin-2-yl)-3,4-dihydroisoquinolin-2(1H)-yl)((S)-2-methylmorpholine) CC1=CNC2=NC=C(C=C21)C=2C=C1CCN(CC1=C(C2)[C@H]2NCCC2)N2C[C@@H](OCC2)C